N-(2,6-difluorobenzoyl)-N'-(4-chlorophenyl)urea FC1=C(C(=O)NC(=O)NC2=CC=C(C=C2)Cl)C(=CC=C1)F